{1-[3-(4-Chloro-phenyl)-adamantan-1-yl]-ethyl}-(1-pyridin-4-yl-ethyl)-amine ClC1=CC=C(C=C1)C12CC3(CC(CC(C1)C3)C2)C(C)NC(C)C2=CC=NC=C2